ClC(=C(C(=O)O)C1=CC=CC=C1)CC chlorophenyl-pentenoic acid